2-(4-(6-((4-cyano-2-fluorobenzyl)oxy)pyridin-2-yl)-2,5-difluorobenzyl)-1-((3S,4S)-4-methoxytetrahydrofuran-3-yl)-1H-benzo[d]imidazole-6-carboxylic acid C(#N)C1=CC(=C(COC2=CC=CC(=N2)C2=CC(=C(CC3=NC4=C(N3[C@H]3COC[C@H]3OC)C=C(C=C4)C(=O)O)C=C2F)F)C=C1)F